Cl.Cl.CN(CCOCCN)C 2-[2-(dimethyl-amino)ethoxy]ethanamine dihydrochloride